ClC1=NC(=NC(=C1)C1=CC=2C(C3=CC=CC=C3C2C=C1)(C1=CC=CC=C1)C1=CC=CC=C1)C1=CC=CC=C1 4-chloro-6-(9,9-diphenyl-9H-fluoren-2-yl)-2-phenylpyrimidine